tert-butyl 4-(4-(ethoxycarbonyl)benzyl)piperazine-1-carboxylate C(C)OC(=O)C1=CC=C(CN2CCN(CC2)C(=O)OC(C)(C)C)C=C1